CC(CC=C)C=CC methylpropan-1-en-1-ylBut-3-en